((3-fluoro-3-methylazetidin-1-yl)methyl)-4-(trifluoromethyl)isoindolin-1-one FC1(CN(C1)CN1C(C2=CC=CC(=C2C1)C(F)(F)F)=O)C